ClC=1C=C(C=C(C1OC=1C=C2/C(/C(NC2=CC1)=O)=C/C(C)C)Cl)N1N=C(C(NC1=O)=O)NC(OCCCC)=O butyl N-[2-[3,5-dichloro-4-[(3Z)-3-(2-methylpropylidene)-2-oxo-indolin-5-yl]oxy-phenyl]-3,5-dioxo-1,2,4-triazin-6-yl]carbamate